CN(S(=O)(=O)N1CC(CCC1)C1=CC=C(C=C1)NC(OCC1=CN=CO1)=O)C oxazol-5-ylmethyl (4-(1-(N,N-dimethylsulfamoyl)piperidin-3-yl)phenyl)carbamate